2-acetyl-3,4-dihydroxy-5-methoxyphenylacetic acid C(C)(=O)C1=C(C=C(C(=C1O)O)OC)CC(=O)O